Cl.O1CC(NC=C1)=O [1,4]Oxazin-3(4H)-one hydrochloride